(R)-9-Acetyl-3-benzyl-4-oxo-2,3,4,9-tetrahydro-1H-carbazole-3-carbonitrile C(C)(=O)N1C2=CC=CC=C2C=2C([C@@](CCC12)(C#N)CC1=CC=CC=C1)=O